C(C)C(C[O-])CCCC.C(C)C(C[O-])CCCC.C(C)C(C[O-])CCCC.C(C)C(C[O-])CCCC.[Ti+4] titanium tetrakis(2-ethylhexanolate)